C1(=CC=CC=C1)C(C#N)CC1=CC=CC=C1 2,3-diphenylpropionitrile